6-((1R)-1-(4,6-difluoro-2-((4as,8as)-hexahydro-2H-pyrido[4,3-b][1,4]oxazin-6(5H)-yl)-1H-benzimidazol-1-yl)ethyl)-3-pyridinecarbonitrile FC1=CC(=CC=2N(C(=NC21)N2C[C@H]1[C@@H](OCCN1)CC2)[C@H](C)C2=CC=C(C=N2)C#N)F